C(C1=CC=CC=C1)OC1=C(C(=C(C(=O)OC2=C(C(=C(C(=O)OCOC)C(=C2C)C)C)C)C(=C1)C)C)I methoxymethyl 4-((4-(benzyloxy)-3-iodo-2,6-dimethylbenzoyl)oxy)-2,3,5,6-tetramethylbenzoate